m-[2-(2-hydroxy-2-methylpropylamino)-6-(1-{[6-(methoxymethyl)-2-pyridinyl]methyl}-1H-1,2,3-triazol-4-yl)-4-pyrimidinyl]benzonitrile OC(CNC1=NC(=CC(=N1)C=1C=C(C#N)C=CC1)C=1N=NN(C1)CC1=NC(=CC=C1)COC)(C)C